C(CCC)C1(C(=NN(C1(C(=O)NCCCC(CO)(C)C)C)C1=C(C=C(C=C1)F)F)C1=CC=C(C=C1)F)C 4-butyl-1-(2,4-difluorophenyl)-3-(4-fluorophenyl)-N-(5-hydroxy-4,4-dimethylpentyl)-4,5-dimethyl-4,5-dihydro-1H-pyrazole-5-carboxamide